2-(4-methoxybenzyl)-1-methyl-5-(2-methylpyridin-3-yl)-7-(pyrrolidin-1-yl)-1,5-dihydro-4H-Imidazo[4,5-c]Quinoline-4-one COC1=CC=C(CC=2N(C3=C(C(N(C=4C=C(C=CC34)N3CCCC3)C=3C(=NC=CC3)C)=O)N2)C)C=C1